C(C)(C)(C)OC(=O)N1[C@@H](C[C@H](C1)NC(=O)C=1OC(=NN1)C1=CC(=CC=C1)C#N)C (2R,4R)-4-(5-(3-cyanophenyl)-1,3,4-oxadiazole-2-carboxamido)-2-methylpyrrolidine-1-carboxylic acid tert-butyl ester